N1=CC(=CC=C1)CNC(=O)NC1=CC=C(C=C1)S(=O)(=O)N1CC(CCC1)C(F)(F)F 1-(pyridin-3-ylmethyl)-3-{4-[3-(trifluoromethyl)piperidine-1-sulfonyl]phenyl}urea